C(CCCCCCCCCCCCCCCCCC)OC(CCCCCCCCCCCCCCCCCCCCCCCCCCCCCCCCC)=O.CCCCCCCCCCCCCCCCCCCCCCCCCCCCCCCCCC tetratriacontane nonadecyl-tetratriacontanoate